Methyl 8-cyano-7-fluoro-2,3-dihydrobenzo[b][1,4]dioxin-5-carboxylate C(#N)C1=C(C=C(C2=C1OCCO2)C(=O)OC)F